4-cyano-N-[4-(hydroxymethyl)-3-(trifluoromethyl)phenyl]-2-methylbenzamide C(#N)C1=CC(=C(C(=O)NC2=CC(=C(C=C2)CO)C(F)(F)F)C=C1)C